1,2-di-phytoyl-sn-glycerol C(\C=C(/C)\CCC[C@H](C)CCC[C@H](C)CCCC(C)C)(=O)OC[C@@H](OC(\C=C(/C)\CCC[C@H](C)CCC[C@H](C)CCCC(C)C)=O)CO